2,2,2-trifluoro-1-(9a-((3-fluorophenyl)sulfonyl)-3-(perfluoropropan-2-yl)-5,6,6a,8,9,9a-hexahydro-7H-pyrrolo[2,3-H]isoquinolin-7-yl)ethan-1-one FC(C(=O)N1CCC2(C1CCC=1C=C(N=CC21)C(C(F)(F)F)(C(F)(F)F)F)S(=O)(=O)C2=CC(=CC=C2)F)(F)F